tetrapentoxytitanium C(CCCC)O[Ti](OCCCCC)(OCCCCC)OCCCCC